epoxydiethylene glycol C1(C(OCCO)O1)O